C(C)(=O)N1CCN(CC1)C1=CC(=NC(=C1)N)C=1C=C2CN(C(C2=CC1)=O)C1CNCCC1 3-(5-(4-(4-acetylpiperazin-1-yl)-6-aminopyridin-2-yl)-1-oxoisoindolin-2-yl)piperidine